2-(7-((2S,5R)-2,5-diethyl-4-(1-(2-fluoropyrazolo[1,5-a]pyrimidin-5-yl)ethyl)piperazin-1-yl)-4-methyl-5-oxo-4,5-dihydropyrazolo[1,5-a]pyrimidin-2-yl)acetonitrile C(C)[C@@H]1N(C[C@H](N(C1)C(C)C1=NC=2N(C=C1)N=C(C2)F)CC)C2=CC(N(C=1N2N=C(C1)CC#N)C)=O